4-methyl-N-(1-methyl-1H-pyrazol-4-yl)-5-(quinolin-5-yl)nicotinamide CC1=C(C=NC=C1C(=O)NC=1C=NN(C1)C)C1=C2C=CC=NC2=CC=C1